OC1=C(C=CC(=C1)C)C1(CC1)C(=O)N[C@H]1CN(C[C@H](C1)C)C1=NN=NN1 1-(2-hydroxy-4-methylphenyl)-N-((3R,5S)-5-methyl-1-(1H-tetrazol-5-yl)piperidin-3-yl)cyclopropane-1-carboxamide